BrC1=C(C=C2C(=NC=NC2=C1)NC1=C(C(=CC=C1)Cl)F)O[C@@H](C)C1=NC=CC=N1 (S)-7-bromo-N-(3-chloro-2-fluorophenyl)-6-(1-(pyrimidin-2-yl)ethoxy)-quinazolin-4-amine